C[Si](C(C)(C)C)C Dimethyl-tert-butyl-silicon